N1-(3-(2-Aminopyrimidin-4-yl)-4-(benzyloxy)phenyl)-2-fluorobenzene-1,4-diamine NC1=NC=CC(=N1)C=1C=C(C=CC1OCC1=CC=CC=C1)NC1=C(C=C(C=C1)N)F